FC1=CC(=CC2=C1NC([C@H](CO2)NC(=O)C2=NN1C(CCC[C@H]1C(C)C)=N2)=O)C (5S)-N-[(3S)-6-fluoro-8-methyl-4-oxo-3,5-dihydro-2H-1,5-benzoxazepin-3-yl]-5-isopropyl-5,6,7,8-tetrahydro-[1,2,4]triazolo[1,5-a]pyridine-2-carboxamide